Cl.SC[C@@H](C(=O)N[C@H](C(=O)NC)CS)NC (R)-3-mercapto-N-((R)-3-mercapto-1-(methylamino)-1-oxopropan-2-yl)-2-(methylamino)propanamide hydrochloride